tert-butyl {1-methyl-1,3,8-triazaspiro[4.5]decan-8-yl}formate CN1CNCC12CCN(CC2)C(=O)OC(C)(C)C